C(CCC)OC(CCCCC/C=C/CCO)OCCCC (3E)-10,10-dibutoxy-3-decen-1-ol